BrC=1C(=NC(=NC1)Cl)CO (5-bromo-2-chloro-pyrimidin-4-yl)methanol